methyl (E)-4-[benzyl-[(2R)-2-(tert-butoxycarbonylamino)-propyl]-amino]but-2-enoate C(C1=CC=CC=C1)N(C/C=C/C(=O)OC)C[C@@H](C)NC(=O)OC(C)(C)C